3-[4-[3-[4-[(3R,5R)-5-[(1,5-dimethyl-6-oxo-pyridazin-4-yl)amino]-1-methyl-3-piperidyl]benzoyl]-3,9-diazaspiro[5.5]undecan-9-yl]-3-(trifluoromethoxy)phenyl]piperidine-2,6-dione CN1N=CC(=C(C1=O)C)N[C@@H]1C[C@@H](CN(C1)C)C1=CC=C(C(=O)N2CCC3(CC2)CCN(CC3)C3=C(C=C(C=C3)C3C(NC(CC3)=O)=O)OC(F)(F)F)C=C1